N=1C=CN2C1C=CC(=C2)N imidazo[1,2-a]pyridin-6-amine